C(C)(=O)N[C@H]1[C@@H](O[C@@H]([C@@H]([C@@H]1O)O)CO[Si](C)(C)C(C)(C)C)OCCCCC(=O)NCCCNC(CCCCCCCCCCC(=O)OC(C)(C)C)=O tert-butyl 12-((3-(5-(((2R,3R,4R,5R,6R)-3-acetamido-6-(((tert-butyldimethylsilyl)oxy)methyl)-4,5-dihydroxytetrahydro-2H-pyran-2-yl)oxy)pentanamido)propyl)amino)-12-oxododecanoate